(S)-3-(3-(difluoromethoxy)phenyl)-1-(4-fluorophenyl)-N-(3-methyl-1,1-dioxidotetrahydrothiophen-3-yl)-1H-pyrazolo[4,3-c]pyridine-6-carboxamide FC(OC=1C=C(C=CC1)C1=NN(C2=C1C=NC(=C2)C(=O)N[C@@]2(CS(CC2)(=O)=O)C)C2=CC=C(C=C2)F)F